4-(5-chloro-2-pyridylazo)1,3-phenylenediamine ClC=1C=CC(=NC1)N=NC1=C(C=C(C=C1)N)N